N-methyl-3-(1-methyl-1H-1,2,4-triazole-3-yl)-4-((4-(pentafluoro-λ6-sulfanyl)phenyl)amino)benzenesulfonamide CNS(=O)(=O)C1=CC(=C(C=C1)NC1=CC=C(C=C1)S(F)(F)(F)(F)F)C1=NN(C=N1)C